[Cl-].C(CC)[NH+]1C=C(C=C1)CCC 1,3-dipropylpyrrolium chloride